2-(1-methyl-2,6-dioxopiperidin-3-yl)isoindoline CN1C(C(CCC1=O)N1CC2=CC=CC=C2C1)=O